11-amino-undecanoic acid NCCCCCCCCCCC(=O)O